ClS(=O)(=O)C1=C(O[C@H](CCCCN(C(OCCCC)=O)C2CCC(CC2)(F)F)C)C=C(C=C1)C Butyl (S)-(5-(2-(chlorosulfonyl)-5-methylphenoxy)hexyl)(4,4-difluorocyclohexyl)carbamate